6-(3-Ethoxy-4-fluorophenyl)-N-[(2-oxo-1H-pyridin-3-yl)sulfonyl]-2-(2,4,6-trimethylphenoxy)pyridin-3-carboxamid C(C)OC=1C=C(C=CC1F)C1=CC=C(C(=N1)OC1=C(C=C(C=C1C)C)C)C(=O)NS(=O)(=O)C=1C(NC=CC1)=O